(2-(2-chlorophenyl)-1-methyl-4,5,6,7-tetrahydro-1H-benzo[d]imidazol-6-yl)-4,5,6,7-tetrahydro-3H-imidazo[4,5-c]pyridine ClC1=C(C=CC=C1)C1=NC2=C(N1C)CC(CC2)C2=NC1=C(CNCC1)N2